ClC1=NC(=CC(=C1C#N)N1CCN(CCC1)C1=CC=C(C(=O)N(C)C)C=C1)C 4-(4-(2-chloro-3-cyano-6-methylpyridin-4-yl)-1,4-diazepan-1-yl)-N,N-dimethylbenzamide